1-(3,4-dimethylpyrimido[4',5':4,5]thieno[2,3-c]pyridazin-8-yl)azetidin-3-one CC1=C(C2=C(N=N1)SC1=C2N=CN=C1N1CC(C1)=O)C